5-(hydroxymethyl)-4-methyl-1H-1,2,3-triazol OCC1=C(N=NN1)C